C1(=CC=CC=C1)P(C1=C(C=CC=C1)OC1=C(C=CC=C1)P(C1=CC=CC=C1)C1=CC=CC=C1)C1=CC=CC=C1 bis[2-(diphenylphosphino) phenyl] Ether